δ-oxo-4-[[4-(phenylmethoxy)phenyl]methyl]-1-piperazinebutanesulfonamide O=C(CCCS(=O)(=O)N)N1CCN(CC1)CC1=CC=C(C=C1)OCC1=CC=CC=C1